ClC=1C=CC=C2C(CC(OC12)CO)O 8-chloro-2-(hydroxymethyl)chroman-4-ol